CC=1C=C(N=NC1N1CC=2C=CC(=NC2CC1)C)C#N 5-methyl-6-(2-methyl-7,8-dihydro-1,6-naphthyridin-6(5H)-yl)pyridazine-3-carbonitrile